C(C)(C)(C)C=1C(C=C(C(C1)=O)C(C)(C)C)=O 2,5-Di-tert-butylbenzoquinone